C(C(C)C)C1=C(C(=O)N)C(=C(C(=N1)CCC1CCOCC1)C=1OC(=CN1)C)C1=CC=2C(=C(N=CC2)N[C@@H]2CCC3=C(C=CC=C23)OC)S1 (R)-2-isobutyl-4-(7-((4-methoxy-2,3-dihydro-1H-inden-1-yl)amino)thieno[2,3-c]pyridin-2-yl)-5-(5-methyloxazol-2-yl)-6-(2-(tetrahydro-2H-pyran-4-yl)ethyl)nicotinamide